FC1(C(CN(C1)C)NC1=C(C=NC2=CC=C(C=C12)F)N)F N4-(4,4-Difluoro-1-methylpyrrolidin-3-yl)-6-fluoroquinoline-3,4-diamine